ammonium valeric acid iodide C(CCCC)(=O)I.[NH4+]